1-((2R,4aS,4bR,6aS,7S,7aS,8aR,8bR,8cR,10aR)-2-hydroxy-2,6a-dimethyloctadecahydrocyclopenta[4,5]cyclopenta[1,2-a]phenanthren-7-yl)-2-(4-(methylsulfonyl)-1H-pyrazol-1-yl)ethan-1-one O[C@@]1(CC[C@@H]2[C@H]3CC[C@]4(C(C3CCC2C1)[C@H]1[C@@H]([C@@H]4C(CN4N=CC(=C4)S(=O)(=O)C)=O)CCC1)C)C